BrC=1C2=C(C(N(C1)C)=O)N(C(=C2)C=2C(=NN(C2)C(C)C)C)S(=O)(=O)C2=CC=C(C)C=C2 4-bromo-2-(1-isopropyl-3-methyl-1H-pyrazol-4-yl)-6-methyl-1-tosyl-1,6-dihydro-7H-pyrrolo[2,3-c]pyridin-7-one